ClC1=C2C(=NC=C1OC=1C=NN3C1C(=NC=C3)NC)N=C(N2C)NC2=CC(=CC(=C2)C(F)(F)F)[C@@H]2N(CCC2)C (R)-7-chloro-1-methyl-6-((4-(methylamino)pyrazolo[1,5-a]pyrazin-3-yl)oxy)-N-(3-(1-methylpyrrolidin-2-yl)-5-(trifluoromethyl)phenyl)-1H-imidazo[4,5-b]pyridin-2-amine